ClC=1C(N(C(=CC1OC([2H])([2H])C1=NC=C(C=C1F)F)C)C1=CC(=NC=C1Cl)N1N=C(C(=C1)C)C(C)(C)O)=O 3,5'-dichloro-4-((3,5-difluoropyridin-2-yl)methoxy-d2)-2'-(3-(2-hydroxypropan-2-yl)-4-methyl-1H-pyrazol-1-yl)-6-methyl-2H-[1,4'-bipyridin]-2-one